(S)-tert-butyl 4-((1-(4-(2-(2-hydroxyphenyl)-6a,7,9,10-tetrahydro-5H-pyrazino[1',2':4,5]pyrazino[2,3-c]pyridazin-8(6H)-yl)cyclohexyl)piperidin-4-yl)methyl)piperazine-1-carboxylate OC1=C(C=CC=C1)C=1C=C2C(=NN1)NC[C@@H]1N2CCN(C1)C1CCC(CC1)N1CCC(CC1)CN1CCN(CC1)C(=O)OC(C)(C)C